FC([C@@H]1CC[C@H](CC1)N1C=CC2=CC(=CC=C12)NC(C=C)=O)(F)F N-(1-((trans)-4-(trifluoromethyl)cyclohexyl)-1H-indol-5-yl)acrylamide